6-(3,8-Diazabicyclo[3.2.1]octan-3-yl)-2-(2,6-dioxopiperidin-3-yl)-4,5-difluoroisoindol C12CN(CC(CC1)N2)C=2C(=C(C1=CN(C=C1C2)C2C(NC(CC2)=O)=O)F)F